N-((6-ethynyl-1-(4-(trifluoromethyl)phenyl)-1,2,3,4-tetrahydro-1,5-naphthyridin-3-yl)methyl)acetamide C(#C)C=1N=C2CC(CN(C2=CC1)C1=CC=C(C=C1)C(F)(F)F)CNC(C)=O